C12(CC3CC(CC(C1)C3)C2)P(C2=C(C(=CC=C2OC)OC)C2=C(C=C(C=C2C(C)C)C(C)C)C(C)C)C2C3CC1CC(CC2C1)C3 adamantan-1-yl(adamantan-2-yl)(2',4',6'-triisopropyl-3,6-dimethoxybiphenyl-2-yl)phosphine